1-amino-2-(5-(2-((4-(trifluoromethyl)phenyl)amino)phenyl)-1,3,4-oxadiazol-2-yl)propan-2-ol NCC(C)(O)C=1OC(=NN1)C1=C(C=CC=C1)NC1=CC=C(C=C1)C(F)(F)F